(S)-3-((S)-8-oxo-3,4,4a,5-tetrahydro-1H-pyrazino[1',2':4,5][1,4]oxazino[2,3-f]isoindol-9(2H,8H,10H)-yl)piperidine-2,6-dione benzenesulfonate C1(=CC=CC=C1)S(=O)(=O)O.O=C1N(CC2=CC3=C(C=C12)OC[C@H]1N3CCNC1)[C@@H]1C(NC(CC1)=O)=O